[Cr](=O)(=O)([O-])O[Cr](=O)(=O)[O-].[Sn+4].C(C)(=O)N1CCNCC1.[Cr](=O)(=O)([O-])O[Cr](=O)(=O)[O-] 1-acetyl-piperazine tin dichromate